2-(6-Chloro-2-(propylthio)-9H-purin-9-yl)ethanol ClC1=C2N=CN(C2=NC(=N1)SCCC)CCO